5-(2-fluorophenyl)-1,3,3,5,7-pentaethyloctahydrobenzo[c]isoxazole FC1=C(C=CC=C1)C1(CC2C(N(OC2(CC)CC)CC)C(C1)CC)CC